N-cyclohexyl-5-fluoro-4-[4-methyl-5-oxo-3-(prop-2-yl)-4,5-dihydro-1H-1,2,4-triazol-1-yl]-2-{[(2S)-4-methylpent-2-yl]oxy}benzamide C1(CCCCC1)NC(C1=C(C=C(C(=C1)F)N1N=C(N(C1=O)C)C(C)C)O[C@@H](C)CC(C)C)=O